1-(4-cyano-3-(trifluoromethyl)phenyl)-N-(5-(4-hydroxy-4-(2-(piperazin-1-yl)ethyl)piperidin-1-yl)pyridin-2-yl)piperidine-4-carboxamide hydrochloride Cl.C(#N)C1=C(C=C(C=C1)N1CCC(CC1)C(=O)NC1=NC=C(C=C1)N1CCC(CC1)(CCN1CCNCC1)O)C(F)(F)F